5-fluoro-6-methoxy-3-methyl-3,4-dihydro-naphthalen-1(2H)-one FC1=C2CC(CC(C2=CC=C1OC)=O)C